N-((4-(4-(trifluoromethyl)phenyl)-3,4-dihydro-2H-benzo[b][1,4]oxazin-2-yl)methyl)acetamide FC(C1=CC=C(C=C1)N1C2=C(OC(C1)CNC(C)=O)C=CC=C2)(F)F